(R)-tert-butyl 3-((S)-3-(4-(4-aminopiperidin-1-yl)phenyl)-1-(tert-butoxy)-1-oxopropan-2-yl)pyrrolidine-1-carboxylate NC1CCN(CC1)C1=CC=C(C=C1)C[C@H](C(=O)OC(C)(C)C)[C@@H]1CN(CC1)C(=O)OC(C)(C)C